C12CNCC(CC1)N2C=2SC=1CN(CCC1N2)C(=O)C2=C(C=CC=C2)OC (2-(3,8-diazabicyclo[3.2.1]octan-8-yl)-6,7-dihydrothiazolo[5,4-c]pyridin-5(4H)-yl)(2-methoxyphenyl)methanone